methyl (S)-2-amino-3-(9-(2,6-dichloro-4-fluorophenyl)-3,4-dihydro-2H-benzo[b][1,4]dioxepin-6-yl)propanoate N[C@H](C(=O)OC)CC1=CC=C(C=2OCCCOC21)C2=C(C=C(C=C2Cl)F)Cl